tert-Butyl (1S)-1-(hydroxymethyl)-6-azaspiro[2.5]octane-6-carboxylate OC[C@H]1CC12CCN(CC2)C(=O)OC(C)(C)C